C(C)(C)C1=CN=C(S1)NC(CC=1C=NC=CC1)=O N-(5-Isopropyl-thiazol-2-YL)-2-pyridin-3-YL-acetamide